C(C=C)(=O)N1CCCC1 N-Acryloyl-pyrrolidine